N[C@H]1CN(C[C@@H](C1)F)C(=O)C1=CC2=C(N(C(=N2)C2=CC=3C(=NC(=CC3)C3=C(C=C(C=C3)NC(C)=O)CC)N2CC2CC2)C)C(=C1)OC N-[4-(2-{5-[(3R,5R)-3-amino-5-fluoropiperidine-1-carbonyl]-7-methoxy-1-methyl-1H-1,3-benzodiazol-2-yl}-1-(cyclopropylmethyl)-1H-pyrrolo[2,3-b]pyridin-6-yl)-3-ethylphenyl]acetamide